Diamino-Dipropylamin NC(CCNCCC)N